2-hydroxy-2-methyl-1-[4-(1-methylvinyl)phenyl]propan OC(CC1=CC=C(C=C1)C(=C)C)(C)C